N1C[C@@H](CC1)C(C(=O)N)=C ((s)-pyrrolidin-3-yl)propenamide